COC=1C(=NC(=NC1NC=1C=NC=CC1)N1CCOCC1)C1=C(C(=O)N(C)C)C=CC=C1 5-methoxy-2-morpholino-6-(pyridin-3-ylamino)pyrimidin-4-yl-N,N-dimethylbenzamide